2-[(3R,6R,9S,12R,15S)-6-(1H-indol-3-ylmethyl)-9-(2-methylpropyl)-2,5,8,11,14-pentaoxo-12-propan-2-yl-1,4,7,10,13-pentazabicyclo[13.3.0]octadecan-3-yl]acetic acid N1C=C(C2=CC=CC=C12)C[C@@H]1C(N[C@@H](C(N2CCC[C@H]2C(N[C@@H](C(N[C@H](C(N1)=O)CC(C)C)=O)C(C)C)=O)=O)CC(=O)O)=O